FC(C1=C(OC=2C(N(C=CC2C=2C3=C(C(N(C2)C)=O)NC=C3)C)=O)C(=CC=C1)C(F)F)F 4-(3-(2,6-bis(difluoromethyl)phenoxy)-1-methyl-2-oxo-1,2-dihydropyridin-4-yl)-6-methyl-1,6-dihydro-7H-pyrrolo[2,3-c]pyridin-7-one